1-(1-methylcyclopropyl)-3-trimethylsilyl-prop-2-yn-1-one CC1(CC1)C(C#C[Si](C)(C)C)=O